5-benzyl-1,3,4-oxadiazole-2-carboxylic acid ethyl ester C(C)OC(=O)C=1OC(=NN1)CC1=CC=CC=C1